NC1=C2C(=NC=N1)N(N=C2C2=CC=C(C=C2)OC2=CC=CC=C2)C2CCN(CC2)C(CCCCSC2=C1C(N(C(C1=CC(=C2)F)=O)C2C(NC(CC2)=O)=O)=O)=O 4-((5-(4-(4-amino-3-(4-phenoxyphenyl)-1H-pyrazolo[3,4-d]pyrimidin-1-yl)piperidin-1-yl)-5-oxopentyl)thio)-2-(2,6-dioxopiperidin-3-yl)-6-fluoroisoindoline-1,3-dione